C(C1=CC=CC=C1)N(CC1=CC=CC=C1)C[C@@H]1[C@H](CNCC1)O (3R,4R)-4-((dibenzylamino)methyl)piperidin-3-ol